NC1=NC=2C=C(C=CC2C2=C1N=C(N2CC(C)(O)C)CCCC)C(F)(F)F 1-(4-amino-2-butyl-7-(trifluoromethyl)-1H-imidazo[4,5-c]quinolin-1-yl)-2-methylpropan-2-ol